N-ethyl-5-fluoro-2-[6-(3-fluoropyrrolidin-3-yl)-1-methyl-1H-indazol-4-yl]-N-(isopropyl)benzamide C(C)N(C(C1=C(C=CC(=C1)F)C1=C2C=NN(C2=CC(=C1)C1(CNCC1)F)C)=O)C(C)C